C(#N)COC(=O)N1CCN(CC1)C=1C2=C(N=C(N1)SC)CNCC2 cyanomethyl-4-(2-methylsulfanyl-5,6,7,8-tetrahydropyrido[3,4-d]pyrimidin-4-yl)piperazine-1-carboxylate